C(#N)C=1C=C(C=NC1N1N=CC=N1)NC(=O)C1=C(C(=NS1)N(C)C)C(F)(F)F N-(5-CYANO-6-(2H-1,2,3-TRIAZOL-2-YL)PYRIDIN-3-YL)-3-(DIMETHYLAMINO)-4-(TRIFLUOROMETHYL)ISOTHIAZOLE-5-CARBOXAMIDE